ClC=1C=C(C=CC1Cl)/C=C/C=O (2E)-3-(3,4-dichlorophenyl)prop-2-enal